CCCCCCCI Iodoheptane